[Cl-].C(=C)CCCC[N+](CCCC)(CCCC)CC1=CC=CC=C1 vinylbenzyltributyl-ammonium chloride